rac-tert-butyl (3aR,7aR)-5-[3-(trifluoromethyl)pyridin-4-yl]-octahydro-1H-pyrrolo[3,4-c]pyridine-2-carboxylate FC(C=1C=NC=CC1N1C[C@H]2[C@@H](CC1)CN(C2)C(=O)OC(C)(C)C)(F)F |r|